C(C=C)(=O)OC1=C(C=CC=C1)CC(CCCCCCC)OCC E-2-ethoxynonylphenol acrylate